(1s,3s)-N1-(4-methoxy-5-(1-methyl-1H-benzo[d][1,2,3]triazol-6-yl)pyrrolo[2,1-f][1,2,4]triazin-2-yl)-3-methylcyclobutane-1,3-diamine COC1=NC(=NN2C1=C(C=C2)C=2C=CC1=C(N(N=N1)C)C2)NC2CC(C2)(N)C